N-[(3R,4R)-4-fluoropyrrolidin-3-yl]-3-methylsulfonyl-propanamide F[C@H]1[C@@H](CNC1)NC(CCS(=O)(=O)C)=O